6-(6-(2,6-diazaspiro[3.4]octan-2-yl)pyridin-3-yl)-4-methoxypyrazolo[1,5-a]pyridine-3-carbonitrile C1N(CC12CNCC2)C2=CC=C(C=N2)C=2C=C(C=1N(C2)N=CC1C#N)OC